C(C)C1=C(C=CC=C1)NC(=S)NC(=O)NCCC1=CC(=CC=C1)C1=NN(C=N1)C1=CC=C(C=C1)OC(F)(F)F 1-[(2-ethylphenyl)carbamothioyl]-3-[2-[3-[1-[4-(trifluoromethoxy)phenyl]-1H-1,2,4-triazol-3-yl]phenyl]ethyl]urea